N=1N(N=NC1)CC(=O)C=1C=CC(=C(C1)N1C(=NC2=CC=CC=C2C1=O)CN1CCN(CC1)C(COC1=CC=C(C=C1)Cl)=O)OC(C)C 3-(5-(2-(2H-tetrazol-2-yl)acetyl)-2-isopropoxyphenyl)-2-((4-(2-(4-chlorophenoxy)acetyl)piperazin-1-yl)methyl)quinazolin-4(3H)-one